1,3-di-(isopropenyl)benzene C(=C)(C)C1=CC(=CC=C1)C(=C)C